4-aminopiperidine hydrochloride Cl.NC1CCNCC1